CN(C(O)=O)C1=CC(=C(C=C1)NC1=NNC(=C1)C1=CC=C(C=C1)Br)C.ClC=1C=CC=C(C1)S(=O)(=O)NCC1=C(C=C(C=C1)OC)OC 5-chloro-N-(2,4-dimethoxybenzyl)benzenesulfonamide methyl-(4-((5-(4-bromophenyl)-1H-pyrazol-3-yl)amino)-3-methylphenyl)carbamate